3-bromo-4-(2-hydroxypropan-2-yl)benzoic acid methyl ester COC(C1=CC(=C(C=C1)C(C)(C)O)Br)=O